FC=1C=C(C=C(C1OC1=CC=NC2=CC(=C(C=C12)OC)OCCCNC)F)NC(=O)C=1C=NC=CC1OCC N-(3,5-difluoro-4-((6-methoxy-7-(3-(methylamino)propoxy)quinolin-4-yl)oxy)phenyl)-4-ethoxypyridine-3-carboxamide